1-(5-fluoro-2-isopropoxy-pyridin-4-yl)-3,3-dimethyl-N-(4-methyl-1,1-dioxidotetrahydro-2H-thiopyran-4-yl)-2-oxoindoline-5-carboxamide FC=1C(=CC(=NC1)OC(C)C)N1C(C(C2=CC(=CC=C12)C(=O)NC1(CCS(CC1)(=O)=O)C)(C)C)=O